Tert-butyl (S)-4-(7-chloro-6-fluoro-1-(2-isopropyl-4-methylpyridin-3-yl)-2-carbonyl-1,2-dihydropyrido[2,3-d]pyrimidin-4-yl)-3-methylpiperazine-1-carboxylate ClC=1C(=CC2=C(N(C(N=C2N2[C@H](CN(CC2)C(=O)OC(C)(C)C)C)=C=O)C=2C(=NC=CC2C)C(C)C)N1)F